S-(+)-sec-butylamine CC[C@H](C)N